C(C)(CC)OC(C(=C)C#N)=O sec-Butyl-2-cyanoacrylate